IC=1C(=NN2C1CN(CCC2)C(=O)[O-])C(=O)OCC ethyl 3-iodo-4,6,7,8-tetrahydropyrazolo[1,5-a][1,4]diazepine-2,5-dicarboxylate